2-(3-bromo-5-((4-(piperidin-4-yloxy)benzyl)oxy)phenyl)propionic acid BrC=1C=C(C=C(C1)OCC1=CC=C(C=C1)OC1CCNCC1)C(C(=O)O)C